2-[(2,2-dimethyl-3-phenyl-propanoyl)amino]-4-[2-methoxyethyl-[4-(5,6,7,8-tetrahydro-1,8-naphthyridin-2-yl)butyl]amino]butanoic acid CC(C(=O)NC(C(=O)O)CCN(CCCCC1=NC=2NCCCC2C=C1)CCOC)(CC1=CC=CC=C1)C